4-((4-hydroxycyclohexyl)amino)-6-methoxypyrimidine-5-carboxylic acid OC1CCC(CC1)NC1=NC=NC(=C1C(=O)O)OC